(2s,4s)-2-(4-(2-cyclopropylphenyl)piperidine-1-carbonyl)-7-oxa-5-azaspiro[3.4]octan-6-one C1(CC1)C1=C(C=CC=C1)C1CCN(CC1)C(=O)C1CC2(C1)NC(OC2)=O